FC(C1CCC(CC1)N1C=CC2=CC=CC=C12)(F)F 1-(4-(trifluoromethyl)cyclohexyl)-1H-indol